CC(CNC=1C=NC(=NC1)C=O)(C)C 5-(2,2-dimethylpropylamino)pyrimidine-2-carbaldehyde